FC1(CCN(CCC1)C1=NC2=CC(=CC=C2C=C1C(=O)NC1=CC(=NC=C1)NC(=O)N)F)F 2-(4,4-difluoroazepan-1-yl)-7-fluoro-N-(2-ureidopyridin-4-yl)quinoline-3-carboxamide